N[C@H]1[C@H](N(CCC1)C=1C(=CC(=NC1)C1=CC(=C(C=C1)F)F)CN1C2=NC=NC(=C2N=C1)N)COC(F)F 9-((5-((2S,3R)-3-amino-2-((difluoromethoxy)methyl)piperidin-1-yl)-2-(3,4-difluorophenyl)pyridin-4-yl)methyl)-9H-purin-6-amine